ethyl (S)-(4-(1-(6-(1-amino-1,3-dihydrospiro[indene-2,4'-piperidin]-1'-yl)-4-oxo-4,5-dihydro-1H-pyrazolo[3,4-d]pyrimidin-3-yl)cyclopropyl)phenyl)carbamate N[C@@H]1C2=CC=CC=C2CC12CCN(CC2)C=2NC(C1=C(N2)NN=C1C1(CC1)C1=CC=C(C=C1)NC(OCC)=O)=O